BrC=1C=CC=2C(N(C3=CC=CC1C23)C2C(NC(CC2)=O)=O)=O 3-(5-Bromo-2-oxobenzo[cd]indol-1(2H)-yl)piperidine-2,6-dione